O1C(=CC=C1)CN1CCN(CC1)CC1=CC(=CC=C1)[N+](=O)[O-] 1-(2-furylmethyl)-4-(3-nitrobenzyl)-piperazine